C(=O)(O)C1=NC=CN=C1C(=O)O 2,3-dicarboxypyrazine